3-[3-Methyl-1-(1H-pyrrolo[2,3-b]pyridin-4-yl)-1H-pyrazol-4-yl]propanenitrile, trifluoroacetate Salt FC(C(=O)O)(F)F.CC1=NN(C=C1CCC#N)C1=C2C(=NC=C1)NC=C2